3-((2-fluoro-4-(trifluoromethyl)benzyl)oxy)cyclobutyl 6-oxo-7-oxa-2,5-diazaspiro[3.4]octane-2-carboxylate O=C1NC2(CN(C2)C(=O)OC2CC(C2)OCC2=C(C=C(C=C2)C(F)(F)F)F)CO1